COC1=C(CC2=C(C(=NC(=N2)SC)N2CCOCC2)C(=O)N)C=CC(=C1)OC (2,4-dimethoxybenzyl)-2-(methylthio)-4-morpholinopyrimidine-5-carboxamide